methyl-N-(2-oxo-2-((2,2,2-trifluoroethyl)amino)ethyl)-5-[(5S)-5-(3,4,5-trichloro-phenyl)-5-(trifluoromethyl)-4,5-dihydroisoxazol-3-yl]thiophene-2-carboxamide CC1=C(SC(=C1)C1=NO[C@](C1)(C(F)(F)F)C1=CC(=C(C(=C1)Cl)Cl)Cl)C(=O)NCC(NCC(F)(F)F)=O